N-[2-[4-[[4-[1-[(3S)-2,6-dioxo-3-piperidyl]-3-methyl-2-oxo-benzimidazol-4-yl]piperazin-1-yl]methyl]cyclohexyl]-6-methyl-indazol-5-yl]-6-(trifluoromethyl)pyridine-2-carboxamide O=C1NC(CC[C@@H]1N1C(N(C2=C1C=CC=C2N2CCN(CC2)CC2CCC(CC2)N2N=C1C=C(C(=CC1=C2)NC(=O)C2=NC(=CC=C2)C(F)(F)F)C)C)=O)=O